O=C(CCCC(=O)NN)C=1SC=CC1 5-oxo-5-(thiophen-2-yl)pentanehydrazide